5-Benzyl-N-[rac-(6S)-4-methyl-5-oxo-2-[rac-(1R)-2,2-difluorocyclopropyl]-7,8-dihydro-6H-pyrazolo[1,5-a][1,3]diazepin-6-yl]-4H-1,2,4-triazol-3-carboxamid C(C1=CC=CC=C1)C=1NC(=NN1)C(=O)N[C@@H]1C(N(C=2N(CC1)N=C(C2)[C@@H]2C(C2)(F)F)C)=O |r|